5-[2-methyl-5-[[(1R,5S,7s)-9-methyl-3-oxa-9-azabicyclo[3.3.1]nonan-7-yl]oxy]-4-pyridyl]-N-[4-(trifluoromethyl)-2-pyridyl]pyrazolo[1,5-a]pyridin-2-amine CC1=NC=C(C(=C1)C1=CC=2N(C=C1)N=C(C2)NC2=NC=CC(=C2)C(F)(F)F)OC2C[C@H]1COC[C@@H](C2)N1C